Cl.N[C@@H](C)C=1C(NC2=CC(=C(C=C2C1)Cl)OC)=O (S)-3-(1-aminoethyl)-6-chloro-7-methoxyquinolin-2(1H)-one hydrochloride